(5-fluoro-2-(2H-1,2,3-triazol-2-yl)phenyl)((1S,4S,6R)-6-((5-(trifluoromethyl)pyrimidin-2-yl)amino)-2-azabicyclo[2.2.1]heptan-2-yl)methanone FC=1C=CC(=C(C1)C(=O)N1[C@@H]2[C@@H](C[C@H](C1)C2)NC2=NC=C(C=N2)C(F)(F)F)N2N=CC=N2